C1(=CC=CC=C1)OC(NC1=CC(=C(C=C1)C)OC(F)(F)F)=O phenyl(4-methyl-3-(trifluoromethoxy)phenyl)carbamate